6-({3-[(2-fluoroethoxy)methyl]oxetan-3-yl}methoxy)-N-[(2S)-1-hydroxyprop-2-yl]-5-(3-methoxyazetidin-1-yl)pyridine-2-carboxamide FCCOCC1(COC1)COC1=C(C=CC(=N1)C(=O)N[C@H](CO)C)N1CC(C1)OC